C(C)(C)(C)OC(=O)N[C@H](C(=O)O)CC1=CC(=C(C=C1)OC(C)(C)C)I (S)-2-((tert-butoxycarbonyl)amino)-3-(4-(tert-butoxy)-3-iodo-phenyl)propionic acid